3-(2-Methyl-4-diethylaminophenyl)-3-(1-ethyl-2-methylindol-3-yl)-4-azaphthalide CC1=C(C=CC(=C1)N(CC)CC)C1(OC(=O)C2=CC=CN=C12)C1=C(N(C2=CC=CC=C12)CC)C